1-Cyclohexene-1-carboxaldehyde C1(=CCCCC1)C=O